2,9-dimethyl-4H,6H-thieno[2,3-e][1,2,4]triazolo[3,4-c][1,4]oxazepine CC1=CC2=C(N3C(COC2)=NN=C3C)S1